BrC=1C=C(C=CC1)NC1=C(N=NN1)C(=O)OCC ethyl 5-((3-bromophenyl) amino)-1H-1,2,3-triazole-4-carboxylate